NC1=CC=C2C(CC(OC2=C1)(C)C)=O 7-amino-2,2-dimethylchroman-4-one